N-[4-(1-Hydroxy-2,6-dimethyl-cyclohexyl)-6-methylsulfanyl-pyrimidin-2-yl]-1-methyl-pyrazole-4-sulfonamide OC1(C(CCCC1C)C)C1=NC(=NC(=C1)SC)NS(=O)(=O)C=1C=NN(C1)C